C1(CC1)CC1=NC(=CC=C1C1=NC2=C(N1C)C(=CC(=C2)C(=O)N2[C@@H]1CC[C@H](C2)[C@H]1NC(OC(C)(C)C)=O)OC)F tert-butyl N-[(1R,4R,7R)-2-{2-[2-(cyclopropylmethyl)-6-fluoropyridin-3-yl]-7-methoxy-1-methyl-1H-1,3-benzodiazole-5-carbonyl}-2-azabicyclo[2.2.1]heptan-7-yl]carbamate